(R)-N-((S)-1-((4-carbamimidoylbenzyl)amino)-1-oxoprop-2-yl)-4-(1-phenylcyclopropyl)-2,5-dihydro-1H-pyrrole-2-carboxamide bis-trifluoroacetate FC(C(=O)O)(F)F.FC(C(=O)O)(F)F.C(N)(=N)C1=CC=C(CNC([C@H](C)NC(=O)[C@@H]2NCC(=C2)C2(CC2)C2=CC=CC=C2)=O)C=C1